3-(bicyclo[1.1.1]pent-1-yl)-1-(2-methoxypyrimidin-5-yl)-1-((5-(trifluoromethyl)-1H-pyrazol-3-yl)methyl)urea C12(CC(C1)C2)NC(N(CC2=NNC(=C2)C(F)(F)F)C=2C=NC(=NC2)OC)=O